C[C@]12CC3(CC(C[C@@](C1)(C3)C)C2)C=2C(=C(C=C(C2)C)C2=CC3=C(S2)C=CC=C3)OCOC 2-(3-((1r,3R,5S,7r)-3,5-dimethyladamantan-1-yl)-2-(methoxymethoxy)-5-methylphenyl)benzo[b]thiophene